OC1=C2CCCC2=CC(=C1C=1C(N(C(=NN1)N[C@H]1CNCCC1)C)=O)C (4-hydroxy-6-methyl-indan-5-yl)-4-methyl-3-[[(3R)-3-piperidinyl]amino]-1,2,4-triazin-5-one